O=C([C@H]([C@@H](C)OCC1CCOCC1)NC(OCC1=CC=C(C=C1)[N+](=O)[O-])=O)N1CCC(CC1)C=1SC=CN1 4-nitrobenzyl ((2S,3R)-1-oxo-3-((tetrahydro-2H-pyran-4-yl)methoxy)-1-(4-(thiazol-2-yl)piperidin-1-yl)butan-2-yl)carbamate